(E)-4-(2,5-dimethylphenyl)-2,4,7-trimethylocta-2,6-dienal CC1=C(C=C(C=C1)C)C(/C=C(/C=O)\C)(CC=C(C)C)C